C(C=C)(=O)N1C[C@@H](CC[C@@H]1C)NC=1C2=C(N=CN1)NC=C2C(=O)OCC(C)C isobutyl 4-(((3r,6s)-1-propenoyl-6-methylpiperidin-3-yl) amino)-7H-pyrrolo[2,3-d]pyrimidine-5-carboxylate